3-{4-[4-(4-CYCLOHEXANECARBONYL-PIPERAZIN-1-YL-METHYL)-BENZYLOXY]-1-OXO-1,3-DIHYDRO-ISOINDOL-2-YL}-PIPERIDINE-2,6-DIONE C1(CCCCC1)C(=O)N1CCN(CC1)CC1=CC=C(COC2=C3CN(C(C3=CC=C2)=O)C2C(NC(CC2)=O)=O)C=C1